COC=1C=C(C=CC1OC)NC(CNC1=NC2=C(N1)C=CC(=C2)OC)=O N-(3,4-dimethoxyphenyl)-2-((5-methoxy-1H-benzo[d]imidazol-2-yl)amino)acetamide